N1-(2-(dimethylamino)ethyl)-5-isopropoxy-N1-methyl-N4-(4-(3,3,5,6-tetramethyl-2,3-dihydro-1H-pyrrolo[3,2-b]pyridin-1-yl)pyrimidin-2-yl)benzene-1,2,4-triamine CN(CCN(C=1C(=CC(=C(C1)OC(C)C)NC1=NC=CC(=N1)N1CC(C2=NC(=C(C=C21)C)C)(C)C)N)C)C